1-[3-(hydroxyethyl)-6-[5-[(6-methyl-3-pyridyl)amino]benzimidazol-1-yl]-2-pyridyl]-5-methyl-pyrazole-3-carbonitrile OCCC=1C(=NC(=CC1)N1C=NC2=C1C=CC(=C2)NC=2C=NC(=CC2)C)N2N=C(C=C2C)C#N